4-chloro-5-iodo-1-(oxetan-3-yl)-1H-pyrazole ClC=1C=NN(C1I)C1COC1